C(C)N1CC(CCC1)NC=1C(N(C(=NN1)C1=C(C=C(C=C1)C(F)(F)F)OC)C)=O 6-[(1-ethyl-3-piperidyl)amino]-3-[2-methoxy-4-(trifluoromethyl)phenyl]-4-methyl-1,2,4-triazin-5-one